C(CCCCCCCCCCCCCCC)(=O)C([NH+](CCO)CC)C(CCCCCCCCCCCCCCC)=O Bis-(palmitoyl)-ethyl-hydroxyethyl-methyl-ammonium